BrC=1C(=C(C=CC1)C(O)C1CCOCC1)F (3-bromo-2-fluorophenyl)(tetrahydro-2H-pyran-4-yl)methanol